3-(2-chloroethoxy)-phenylalanine ClCCOC=1C=C(C[C@H](N)C(=O)O)C=CC1